(1R,3S,5R)-2-(2-(4-amino-8-methyl-6-(trifluoromethyl)-9H-pyrimido[4,5-b]indol-9-yl)acetyl)-N-(6-chloropyrazin-2-yl)-2-azabicyclo[3.1.0]hexane-3-carboxamide NC1=NC=NC=2N(C3=C(C=C(C=C3C21)C(F)(F)F)C)CC(=O)N2[C@@H]1C[C@@H]1C[C@H]2C(=O)NC2=NC(=CN=C2)Cl